2-(4-cyclopropyl-6-methoxy-pyrimidin-5-yl)-4-[[4-[1-methyl-4-(trifluoromethyl)imidazol-2-yl]phenyl]methoxy]-5-(oxetan-3-yloxy)pyrimidine C1(CC1)C1=NC=NC(=C1C1=NC=C(C(=N1)OCC1=CC=C(C=C1)C=1N(C=C(N1)C(F)(F)F)C)OC1COC1)OC